C(C)(=O)O[C@H]1[C@@H](OC)O[C@@H]([C@H]([C@@H]1OC(C)=O)OC(C)=O)CN=[N+]=[N-] methyl 2,3,4-tri-O-acetyl-6-azido-6-deoxy-α-D-glucopyranoside